phosphenous acid P(O)=O